S1C(=CC=C1)C1=CN=C2N1N=C(C=C2)C=2SC=CC2 3,6-bis(2-thienyl)imidazo[1,2-b]pyridazine